(E)-2-(2-(4-fluoro-2-iodophenyl)hydrazono)acetic acid FC1=CC(=C(C=C1)N\N=C\C(=O)O)I